OC[C@@H](C#CC)NC(OCC1=CC=CC=C1)=O benzyl (R)-(1-hydroxypent-3-yn-2-yl)carbamate